C(CCCCCCCCCCCCCCC)OC(C1=CC(=C(C(=C1)C(C)(C)C)O)C(C)(C)C)=O 3,5-Di-tert-butyl-4-hydroxybenzoic acid cetyl ester